CS(=O)(=O)C1=CC2=C(C3=C(O2)C=CC=C3)C=C1 7-(methylsulfonyl)dibenzo[b,d]furan